Methyl O-(2-((6-amino-9H-purin-9-yl) methyl)-3,4-difluorophenyl)-L-homoserinate NC1=C2N=CN(C2=NC=N1)CC1=C(C=CC(=C1F)F)OCC[C@H](N)C(=O)OC